CC1=C(C(C2=CC=CC=C12)[Hf](C1C=CC2=CC=CC=C12)=[SiH2])C rac-dimethylsilylenebisindenylhafnium